FC=1C=C2N=CC=3N(C(N4C(COC(=C2C34)C1C=1C=NC(=CC1)OCCCN1CCCCC1)COC)=O)C 6-Fluoro-10-(methoxymethyl)-2-methyl-7-(6-(3-(piperidin-1-yl)propoxy)pyridin-3-yl)-9,10-Dihydro-8-oxa-2,4,10a-triazanaphtho[2,1,8-cde]azulene-1(2H)-one